3-(5-(3,3-diethoxyprop-1-yn-1-yl)-1-oxoisoindolin-2-yl)piperidine-2,6-dione C(C)OC(C#CC=1C=C2CN(C(C2=CC1)=O)C1C(NC(CC1)=O)=O)OCC